(P)-1-(5-cyano-2-methoxy-4-((1S,2S)-2-(trifluoromethyl)cyclopropyl)phenyl)-N-(isoxazol-3-yl)-N-(4-methoxybenzyl)-2-oxo-1,2-dihydroquinoline-6-sulfonamide C(#N)C=1C(=CC(=C(C1)N1C(C=CC2=CC(=CC=C12)S(=O)(=O)N(CC1=CC=C(C=C1)OC)C1=NOC=C1)=O)OC)[C@@H]1[C@H](C1)C(F)(F)F